(R)-N-(7-(1-(1-acryloylpiperidin-3-yl)-4-amino-1H-pyrazolo[3,4-d]pyrimidin-3-yl)benzo[d][1,3]dioxol-4-yl)-3-chlorobenzamide C(C=C)(=O)N1C[C@@H](CCC1)N1N=C(C=2C1=NC=NC2N)C2=CC=C(C1=C2OCO1)NC(C1=CC(=CC=C1)Cl)=O